N=1N(N=CC1)C1=C(C=C(C=N1)NC(C1=NC=C(C=C1C)C1=C(C=CC=C1)C#N)=O)C(F)(F)F N-(6-(2H-1,2,3-triazol-2-yl)-5-(trifluoromethyl)pyridin-3-yl)-5-(2-cyanophenyl)-3-methylpicolinamide